2-methyl-1H-pyrrolo[3,4-c]isoquinoline-1,3(2H)-dione CN1C(C=2N=CC=3C=CC=CC3C2C1=O)=O